FC1(CCCC=2C(=NN(C12)C=1C=[N+](C=CN1)[O-])C(NC(C(=O)OC)(C)C)=O)F 3-(7,7-difluoro-3-((1-methoxy-2-methyl-1-oxopropan-2-yl)carbamoyl)-4,5,6,7-tetrahydro-1H-indazol-1-yl)pyrazine 1-oxide